1-(1-((3aR,6aS)-2-(7-azaspiro[3.5]non-2-yl)octahydrocyclopenta[c]pyrrol-5-yl)piperidin-4-yl)-3-(4-phenoxyphenyl)-1H-pyrazolo[3,4-d]pyrimidin-4-amine hydrochloride Cl.C1C(CC12CCNCC2)N2C[C@@H]1[C@H](C2)CC(C1)N1CCC(CC1)N1N=C(C=2C1=NC=NC2N)C2=CC=C(C=C2)OC2=CC=CC=C2